BrC1=CC=C(C=C1)S(=O)(=O)OC1=C(OC2=CC(=CC(=C2C1=O)OC)OC)C1=CC(=C(C(=C1)OC)OC)OC 5,7-dimethoxy-4-oxo-2-(3,4,5-trimethoxyphenyl)-4H-chromen-3-yl 4-bromobenzenesulfonate